ClC1=CC=C(C=C1)NC(=O)C=1C2=C(SC1NC(=O)C1N(CCCC1)S(N)(=O)=O)CCC2 N-[3-[(4-chlorophenyl)carbamoyl]-5,6-dihydro-4H-cyclopenta[b]thiophen-2-yl]-1-sulfamoyl-piperidine-2-carboxamide